(3R)-N-[2-[(4,4-difluorocyclohexyl)amino]-2-oxo-1-(3-pyridyl)ethyl]-N-[4-(pentafluoro-λ6-sulfanyl)phenyl]morpholine-3-carboxamide FC1(CCC(CC1)NC(C(C=1C=NC=CC1)N(C(=O)[C@@H]1NCCOC1)C1=CC=C(C=C1)S(F)(F)(F)(F)F)=O)F